N[C@@H](C(=O)NC1=CC(=C(C=C1)C)Cl)CC1=CC=CC=C1 (R)-2-amino-3-phenyl-N-(3-chloro-4-methylphenyl)-propionamide